CN1N=C(C(=C1)C1=NN2C(O[C@@H](CC2)C)=C1C(=O)O)C (5R)-2-(1,3-Dimethylpyrazol-4-yl)-5-methyl-6,7-dihydro-5H-pyrazolo[5,1-b][1,3]oxazine-3-carboxylic acid